CC1(OC(NC12CC(C2)C(=O)O)=O)C (2s,4s)-8,8-Dimethyl-6-oxo-7-oxa-5-azaspiro[3.4]octane-2-carboxylic acid